(2,4,6-trifluorobenzyl)-3,6,8,10-tetrahydro-2H-1,7-methanopyrido[1,2-b][1,2,5]triazecine-11-carboxamide FC1=C(CC2CC=CCN3CC=4N(N2C3)C=C(CC4)C(=O)N)C(=CC(=C1)F)F